N'-((3,5-dimethyl-2-(trifluoromethyl)-6,7-dihydro-5H-cyclopenta[b]pyridin-4-yl)carbamoyl)-1-ethyl-4-fluoro-1H-pyrazole-3-sulfonimidamide CC=1C(=C2C(=NC1C(F)(F)F)CCC2C)NC(=O)N=S(=O)(N)C2=NN(C=C2F)CC